C(CCCCCCCCCCC)CCC(=S)OCC(COC(CCCCCCCCCCCCCC)=S)(COC(CCCCCCCCCCCCCC)=S)COC(CCCCCCCCCCCCCC)=S pentaerythritol-tetrakis(β-lauryl thiopropionate)